[K+].P(=O)([O-])([O-])[O-].[K+].[K+] Phosphate potassium salt